7-fluoro-6-(2,3,4,6-tetrafluorophenyl)-2H-benzo[b][1,4]oxazin-3(4H)-one FC=1C(=CC2=C(OCC(N2)=O)C1)C1=C(C(=C(C=C1F)F)F)F